N-(4,6-diamino-2-(7-fluoro-1-(2-fluorobenzyl)-1H-indazol-3-yl)pyrimidin-5-yl)tetrahydro-2H-pyran-3-carboxamide NC1=NC(=NC(=C1NC(=O)C1COCCC1)N)C1=NN(C2=C(C=CC=C12)F)CC1=C(C=CC=C1)F